COC1=NC=C(C(=N1)OC)C=1C=C(C=2N(N1)C=CN2)[C@@H]2[C@H](C2)C2=CC(=C(C#N)C=C2)OC(F)(F)F 4-((1S,2S)-2-(6-(2,4-dimethoxypyrimidin-5-yl)imidazo[1,2-b]pyridazin-8-yl)cyclopropyl)-2-(trifluoromethoxy)benzonitrile